OC1(C(N(CCO1)CC)(O)O)O tetrahydroxy(ethylmorpholine)